O1[O+](SC2=C1C=CC=C2)[O-] (Benzodioxathiole)-2-oxide